N1C=NC=C1.[Rb] Rubidium imidazole